C(CCCCCCCCCCC)(=O)OC(CO)CO glycerol 2-laurate